COC(=O)C1OCCC1C(=O)OC tetrahydrofurandicarboxylic acid dimethyl ester